COC(=O)C=1C=CC=2C3=C(NC2C1)C=C(C=N3)Br.[NH2+]3CCCCC3 Piperidinium methyl-3-bromo-5H-pyrido[3,2-b]indole-7-carboxylate